N-(3-chloro-2-fluorophenyl)-7-methoxy-6-(1,6-diazaspiro[3.3]heptan-6-yl)pyrido[3,2-d]pyrimidin-4-amine ClC=1C(=C(C=CC1)NC=1C2=C(N=CN1)C=C(C(=N2)N2CC1(CCN1)C2)OC)F